(3R,4R)-3-[tert-butoxycarbonyl-(8-quinolyl)amino-methanoyl]-4-phenyl-piperidine-1-carboxylic acid tert-butyl ester C(C)(C)(C)OC(=O)N1C[C@@H]([C@@H](CC1)C1=CC=CC=C1)C(=O)N(C=1C=CC=C2C=CC=NC12)C(=O)OC(C)(C)C